FC(C1=NC(=NO1)CC1=C(C(=O)N)C=CC=C1)(F)F (5-(trifluoromethyl)-1,2,4-oxadiazol-3-yl)methylbenzamide